CC=1OC2=C(C1C(=O)NC1=CC=NN1C)C=C(C=C2)OCC=2C(=NC=CC2)C(F)(F)F 2-methyl-N-(1-methyl-1H-pyrazol-5-yl)-5-((2-(trifluoromethyl)pyridin-3-yl)methoxy)-benzofuran-3-carboxamide